2,6-Dichloro-N4-methylpyridine-3,4-diamine CNC1=CC(=NC(=C1N)Cl)Cl